(S)-(5-(pyridin-4-yl)isochroman-1-yl)methanamine hydrochloride salt Cl.N1=CC=C(C=C1)C1=C2CCO[C@@H](C2=CC=C1)CN